FC(OC1=C(C(=C(C=C1)C1=CN=C2N1C=CN=C2NC2=CC(=C(C(=O)N1CCN(CC1)C(=O)C1CCNCC1)C=C2)F)F)F)F (4-(4-((3-(4-(difluoromethoxy)-2,3-difluorophenyl)imidazo[1,2-a]pyrazin-8-yl)amino)-2-fluorobenzoyl)piperazin-1-yl)(piperidin-4-yl)methanone